copper-bismuth-copper [Cu].[Bi].[Cu]